(2S,4S)-4-((tert-butyldimethylsilyl)oxy)-1-(3-cyano-6-methyl-4-(trifluoromethyl)pyridin-2-yl)-N-(4-fluorophenyl)-N-(prop-2-yn-1-yl)pyrrolidine-2-carboxamide [Si](C)(C)(C(C)(C)C)O[C@H]1C[C@H](N(C1)C1=NC(=CC(=C1C#N)C(F)(F)F)C)C(=O)N(CC#C)C1=CC=C(C=C1)F